4-((1,1-dimethylethyl)sulfonamido)-N-(1-ethyl-2-oxo-1,2-dihydropyridin-3-yl)-2-(6-azaspiro[2.5]octan-6-yl)benzamide CC(C)(C)S(=O)(=O)NC1=CC(=C(C(=O)NC=2C(N(C=CC2)CC)=O)C=C1)N1CCC2(CC2)CC1